N-(3-carbamimidoyl-4-chlorobenzyl)-2-methoxy-2-methylpropanamide hydrochloride Cl.C(N)(=N)C=1C=C(CNC(C(C)(C)OC)=O)C=CC1Cl